(S)-1-methyl-N-(3-(1-((1-methyl-1H-pyrazolo[3,4-b]pyrazin-6-yl)amino)ethyl)phenyl)-1H-pyrazole-4-carboxamide CN1N=CC(=C1)C(=O)NC1=CC(=CC=C1)[C@H](C)NC1=CN=C2C(=N1)N(N=C2)C